ClC=1C=CC(=C(C1)O)C1=NN=C(C=2N1C=CN2)N[C@H]2CN(C[C@@H](C2)F)C 5-chloro-2-(8-(((3R,5R)-5-fluoro-1-methylpiperidin-3-yl)amino)imidazo[1,2-d][1,2,4]triazin-5-yl)phenol